Bis-[4-(3-aminophenoxy) phenyl] ether NC=1C=C(OC2=CC=C(C=C2)OC2=CC=C(C=C2)OC2=CC(=CC=C2)N)C=CC1